COC[C@H](N)C1=CC=C(C=C1)C#C[Si](C)(C)C (R)-2-methoxy-1-(4-((trimethylsilyl)ethynyl)phenyl)ethanamine